FC1=CC=C(C=C1)[C@H](C)C1=C(N=CC(=N1)C(=O)O)NCCN1CCCC1 (S)-6-(1-(4-fluorophenyl)ethyl)-5-((2-(pyrrolidin-1-yl)ethyl)amino)pyrazine-2-carboxylic acid